4-(Benzyloxy)-2-fluoro-5-((4-methoxybenzyl)thio)benzonitrile C(C1=CC=CC=C1)OC1=CC(=C(C#N)C=C1SCC1=CC=C(C=C1)OC)F